1-(2-morpholinoethyl)-1,3,8-triazaspiro[4.5]decane-2,4-dione O1CCN(CC1)CCN1C(NC(C12CCNCC2)=O)=O